tert-butyl (1R,3s,5S)-3-((6-chloro-4-((Z)-3-methoxy-3-oxoprop-1-en-1-yl)pyridazin-3-yl)amino)-8-azabicyclo[3.2.1]octane-8-carboxylate ClC1=CC(=C(N=N1)NC1C[C@H]2CC[C@@H](C1)N2C(=O)OC(C)(C)C)\C=C/C(=O)OC